2-(3-bromo-1-methyl-1H-pyrazol-5-yl)ethan-1-ol BrC1=NN(C(=C1)CCO)C